3-(3-chloro-4-fluorophenyl)-1-(1-(1-oxo-1,2-dihydroisoquinolin-4-yl)ethyl)-1-(((S)-tetrahydrofurane-2-yl)methyl)urea ClC=1C=C(C=CC1F)NC(N(C[C@H]1OCCC1)C(C)C1=CNC(C2=CC=CC=C12)=O)=O